(2R,3R,4S,5S)-2-(4-Amino-5-(pyrimidin-5-ylethynyl)-7H-pyrrolo[2,3-d]pyrimidin-7-yl)-5-((((5-(3,4-dimethylphenyl)-3-methylisoxazol-4-yl)methyl)thio)methyl)tetrahydrofuran-3,4-diol NC=1C2=C(N=CN1)N(C=C2C#CC=2C=NC=NC2)[C@@H]2O[C@@H]([C@H]([C@H]2O)O)CSCC=2C(=NOC2C2=CC(=C(C=C2)C)C)C